(4-[(2-CHLORO-4-FLUOROPHENYL)METHOXY]PHENYL)BORANEDIOL ClC1=C(C=CC(=C1)F)COC1=CC=C(C=C1)B(O)O